(R)-(-)-linalool CC(=CCC[C@](C)(C=C)O)C